4-[2-(cyclopropylmethoxy)-5-{[3-(dimethylamino)pyrrolidin-1-yl]sulfonyl}phenyl]-6-methyl-1,6-dihydro-7H-pyrrolo[2,3-c]pyridin-7-one C1(CC1)COC1=C(C=C(C=C1)S(=O)(=O)N1CC(CC1)N(C)C)C=1C2=C(C(N(C1)C)=O)NC=C2